6-{6-[2-(4-methyl-1-oxo-1,3-dihydro-2-benzofuran-5-yl)ethyl]-5,6,7,8-tetrahydropyrido[4,3-d]pyrimidin-2-yl}pyridine-3-carbonitrile CC1=C(C=CC=2C(OCC21)=O)CCN2CC1=C(N=C(N=C1)C1=CC=C(C=N1)C#N)CC2